2-chloro-7-ethynyl-N-(furan-2-ylmethyl)thieno[3,2-d]pyrimidin-4-amine ClC=1N=C(C2=C(N1)C(=CS2)C#C)NCC=2OC=CC2